2-[4-(Diethylaminometh-yl)-2-fluorophenyl]-6,7-dihydro-5H-pyrazolo[5,1-b][1,3]oxazine-3-carboxylic acid C(C)N(CC)CC1=CC(=C(C=C1)C1=NN2C(OCCC2)=C1C(=O)O)F